(1-(2-aminopyrimidin-4-yl)-1H-Pyrrolo[3,2-c]Pyridin-3-yl)(phenyl)methanol NC1=NC=CC(=N1)N1C=C(C=2C=NC=CC21)C(O)C2=CC=CC=C2